OCCCC=1C=CC(=NC1)CC(=O)OC methyl 2-[5-(3-hydroxypropyl)-2-pyridyl]acetate